(fluoro(2-(((3S,6S,7aS,8aR,9aR)-3-(3-(oxazol-2-yl)azetidine-1-carbonyl)-5-oxodeca-hydro-1H-cyclopropa[d]pyrrolo[1,2-a]azocin-6-yl)carbamoyl)benzo[b]thiophen-5-yl)methyl)phosphonic acid FC(C1=CC2=C(SC(=C2)C(N[C@H]2C[C@H]3[C@@H](C[C@@H]4N(C2=O)[C@@H](CC4)C(=O)N4CC(C4)C=4OC=CN4)C3)=O)C=C1)P(O)(O)=O